4-Methylphenyl benzyl ether C(C1=CC=CC=C1)OC1=CC=C(C=C1)C